2-octyl-2H-isothiazol-3-on C(CCCCCCC)N1SC=CC1=O